(R)-4-(3-(5-(difluoromethyl)-1,3,4-thiadiazol-2-yl)-6-(N-(1-methylcyclopropyl)sulfamoyl)imidazo[1,2-a]pyridin-8-yl)-6,6-dimethylmorpholine-2-carboxamide FC(C1=NN=C(S1)C1=CN=C2N1C=C(C=C2N2C[C@@H](OC(C2)(C)C)C(=O)N)S(NC2(CC2)C)(=O)=O)F